ClC1=NC(=NC=C1C(F)(F)F)N[C@@H]1[C@@H](CN(CC1)C(=O)OC(C)(C)C)C Tert-butyl (3R,4S)-4-((4-chloro-5-(trifluoromethyl)pyrimidin-2-yl)amino)-3-methylpiperidine-1-carboxylate